NC1CCC(CC1)C(=O)O 4-aminocyclohexylcarboxylic acid